4-(oleoyloxymethyl)phenylacetic acid C(CCCCCCC\C=C/CCCCCCCC)(=O)OCC1=CC=C(C=C1)CC(=O)O